Cl.Cl.ClC=1C=C(SC1)C=1N=C(SC1CN1[C@@H](CCC1)C)NC(=O)C=1N=CC(=NC1)N1C[C@@H](N(CC1)CCC(=O)O)C 3-[(2S)-4-(5-{[4-(4-chlorothien-2-yl)-5-{[(2R)-2-methylpyrrolidin-1-yl]methyl}-1,3-thiazol-2-yl]carbamoyl}pyrazin-2-yl)-2-methylpiperazin-1-yl]propanoic acid dihydrochloride